C(C=C)(=O)OC1=C(C(C(=O)[O-])=CC=C1)C(=O)[O-] Acryloyloxyphthalate